(E)-2-Cyano-3-isopropyl-N-(1-(2-(oxazol-4-yl)vinyl)-1H-indazol-6-yl)isonicotinamide C(#N)C=1C(=C(C(=O)NC2=CC=C3C=NN(C3=C2)\C=C\C=2N=COC2)C=CN1)C(C)C